N1(CCCC1)CC/C(/C(=O)OC)=C\C(=O)[O-] methyl (2-(pyrrolidin-1-yl)ethyl)fumarate